6,9-difluoro-l-1-hydroxy-10,13,16-trimethyl-17-((3-nitrobenzoyl)oxy)-3-oxo-6,7,8,9,10,11,12,13,14,15,16,17-dodecahydro-3H-cyclopenta[a]phenanthrene-17-carboxylic acid FC1C2=CC(C=C(C2(C2(CCC3(C(C(CC3C2C1)C)(C(=O)O)OC(C1=CC(=CC=C1)[N+](=O)[O-])=O)C)F)C)O)=O